BrC=1C=C(C=C(C1O)O)C1OC2=CC(=CC(=C2C(C1O)=O)O)O 2-(3-bromo-4,5-dihydroxyphenyl)-3,5,7-trihydroxychroman-4-one